tert-butyl 3-(benzylcarbamoyl)piperidine-1-carboxylate C(C1=CC=CC=C1)NC(=O)C1CN(CCC1)C(=O)OC(C)(C)C